(E)-1-fluoro-4-(3-phenoxyprop-1-en-1-yl)benzene FC1=CC=C(C=C1)\C=C\COC1=CC=CC=C1